4-(3-methoxyphenyl)-1,2-dimethyl-5-(quinoxalin-6-yl)-1H-pyrazol COC=1C=C(C=CC1)C=1CN(N(C1C=1C=C2N=CC=NC2=CC1)C)C